[Cl-].[Cl-].C(CCC=C)P 4-pentenyl-phosphine dichloride